1-(2-iodophenyl)-4-methoxy-1H-indol IC1=C(C=CC=C1)N1C=CC2=C(C=CC=C12)OC